COC(=O)[C@H]1N(C(CC1)CC(CC(=O)OCC)O)C(=O)OC(C)(C)C (2S)-5-(4-ethoxy-2-hydroxy-4-oxobutyl)pyrrolidine-1,2-dicarboxylic acid 1-(tert-butyl) 2-methyl ester